4-amino-3-methyl-N-(1-methyl-1H-pyrazol-4-yl)-N-(6-(trifluoromethyl)-2,3-dihydrofuro[2,3-b]pyridin-3-yl)-3H-pyrazolo[3,4-c]quinolin-8-carboxamide NC1=NC=2C=CC(=CC2C2=C1N(N=C2)C)C(=O)N(C2COC1=NC(=CC=C12)C(F)(F)F)C=1C=NN(C1)C